NC1=C(C=C(C(=O)OC)C=C1)NCC=1N(C=NC1)CC(F)(F)F methyl 4-amino-3-[[3-(2,2,2-trifluoroethyl)imidazol-4-yl]methylamino]benzoate